ClC=1C(N(N=CC1N1C[C@@H](CC1)OC1=NC=NC(=C1)C=1C(=NN(C1C)C)C)CCO)=O (R)-4-chloro-2-(2-hydroxyethyl)-5-(3-((6-(1,3,5-trimethyl-1H-pyrazol-4-yl)pyrimidin-4-yl)oxy)pyrrolidin-1-yl)pyridazin-3(2H)-one